FC1=C(C(=CC(=C1)C1N=C(CC1)OC)F)O 2,6-difluoro-4-(5-methoxy-3,4-dihydro-2H-pyrrol-2-yl)phenol